8-chloro-1,2,3,4-tetrahydroisoquinoline ClC=1C=CC=C2CCNCC12